OCC1=C(C=C(C=2N1C=CN2)C2=CC=C(C=C2)OC(F)(F)F)C#N 5-(hydroxymethyl)-8-(4-(trifluoromethoxy)phenyl)imidazo[1,2-a]pyridine-6-carbonitrile